N-(3-((cyclopropylmethylamino)(2-(methylsulfonyl)phenyl)methyl)phenyl)-3-(trifluoromethyl)-1H-pyrazole-5-carboxamide C1(CC1)CNC(C=1C=C(C=CC1)NC(=O)C1=CC(=NN1)C(F)(F)F)C1=C(C=CC=C1)S(=O)(=O)C